COC1=NC(=NC(=C1)OC)NC(NS(=O)(=O)C1=C(C(=NN1C)Cl)C(=O)OC)=O 3-(4,6-dimethoxypyrimidin-2-yl)-1-(1-methyl-3-chloro-4-methoxyformyl-pyrazol-5-yl)sulfonylurea